bis((2R,3R)-2,3-dihydroxysuccinic acid) dihydrate O.O.O[C@@H](C(=O)O)[C@H](C(=O)O)O.O[C@@H](C(=O)O)[C@H](C(=O)O)O